1-(2-chloro-6-fluorobenzyl)-N-(2,6-difluoro-4-methoxybenzyl)-3-methyl-2-oxo-1,2,3,4-tetrahydroquinazoline-7-carboxamide ClC1=C(CN2C(N(CC3=CC=C(C=C23)C(=O)NCC2=C(C=C(C=C2F)OC)F)C)=O)C(=CC=C1)F